Diiso-propyl ether C(C)(C)OC(C)C